4-[5-(1,1-dioxo-1,2-thiazolidin-2-yl)-2-[4-[2-(4-piperidyl)ethyl]phenoxy]phenyl]-6-methyl-1H-pyrrolo[2,3-c]pyridin-7-one O=S1(N(CCC1)C=1C=CC(=C(C1)C=1C2=C(C(N(C1)C)=O)NC=C2)OC2=CC=C(C=C2)CCC2CCNCC2)=O